C(#N)[C@H]1N(CC(C1)(F)F)C(CNC(=O)C1=CC=NC2=C(C=CC=C12)NC(CCC(=O)O)=O)=O (S)-4-((4-((2-(2-cyano-4,4-difluoropyrrolidin-1-yl)-2-oxoethyl)carbamoyl)quinolin-8-yl)amino)-4-oxobutanoic acid